3-(1,2,3-Triazole-4-yl)tetrahydroquinazoline-2,4-dione N1N=NC(=C1)N1C(NC2=CCCCC2C1=O)=O